FC(C(C(C(C(F)(F)F)(C(F)(F)F)F)(OC)F)(F)F)(F)F 1,1,1,2,2,3,4,5,5,5-Decafluoro-3-methoxy-4-(trifluoromethyl)pentane